N1C=NC2=C1C=CC(=C2)N2C(NCC2C2=CC=CC=C2)=O 1-(1H-benzo[d]imidazol-5-yl)-5-phenylimidazolidin-2-one